benzyl (S)-2-((tert-butoxycarbonyl)amino)-3-(3-(4-(((R)-1-phenylpropan-2-yl)oxy)phenyl)-1,2,4-oxadiazol-5-yl)propanoate C(C)(C)(C)OC(=O)N[C@H](C(=O)OCC1=CC=CC=C1)CC1=NC(=NO1)C1=CC=C(C=C1)O[C@@H](CC1=CC=CC=C1)C